7-chloro-N-((3-(5-fluoropyridin-2-yl)azetidin-3-yl)methyl)-2-(trifluoromethyl)imidazo[1,2-a]pyridin-5-amine ClC1=CC=2N(C(=C1)NCC1(CNC1)C1=NC=C(C=C1)F)C=C(N2)C(F)(F)F